N,N-Dimethyl-4-((6'-oxo-5',6'-dihydrospiro[cyclohexane-1,4'-thieno[2,3-c]pyrrol]-2'-yl)amino)-5,6,7,8-tetrahydrobenzo[4,5]thieno[2,3-d]pyrimidine-7-carboxamide CN(C(=O)C1CC2=C(C3=C(N=CN=C3NC3=CC4=C(C(NC45CCCCC5)=O)S3)S2)CC1)C